O=C1C=CC=C(N1)CC(=O)O 2-(6-oxo-1,6-dihydropyridin-2-yl)acetic acid